4-[4-[(5S)-5-(aminomethyl)-2-carbonyl-3-oxazolidinyl]phenyl]-3-morpholinone NC[C@H]1CN(C(O1)=C=O)C1=CC=C(C=C1)N1C(COCC1)=O